N-(5-Chloropyrimidin-4-yl)-5-fluoro-4-(3-oxo-5,6,7,8-tetrahydro[1,2,4]triazolo[4,3-a]pyridin-2(3H)-yl)-2-[(2S)-pent-2-yloxy]benzamide ClC=1C(=NC=NC1)NC(C1=C(C=C(C(=C1)F)N1N=C2N(CCCC2)C1=O)O[C@@H](C)CCC)=O